N-(2-(4-(1,2-diphenyl-but-1-en-1-yl)phenoxy)ethyl)-N-methylpropanamide C1(=CC=CC=C1)C(=C(CC)C1=CC=CC=C1)C1=CC=C(OCCN(C(CC)=O)C)C=C1